COC1=CC=C(CC2=NC3=CC=CC=4C3=C2C=CC4)C=C1 (4-methoxybenzyl)benzo[cJ]indol